4-(8-isopropyl-3,8-diazabicyclo[3.2.1]oct-3-yl)benzene C(C)(C)N1C2CN(CC1CC2)C2=CC=CC=C2